ethyl-1H-1,2,4-triazole-3-carboxylate C(C)N1N=C(N=C1)C(=O)[O-]